ClC=1C=NC=C(C1)N1CC(CCC1)N1C(N(C2(CC2)C1)C)=O 3-Chloro-5-(3-(4-methyl-5-oxo-4,6-diazaspiro[2.4]heptane-6-yl)piperidin-1-yl)pyridine